ClC1=CC=CC(=N1)N1CCN(CC1)CC=1C=C2CN(C(C2=CC1)=O)C1C(NC(CC1)=O)=O 3-(5-((4-(6-chloropyridin-2-yl)piperazin-1-yl)methyl)-1-oxoisoindolin-2-yl)piperidine-2,6-dione